ethyl 3-amino-1-(2-(tert-butoxy)-2-oxoethyl)-1H-pyrazole-4-carboxylate NC1=NN(C=C1C(=O)OCC)CC(=O)OC(C)(C)C